(3S,4R)-3-methyl-β-oxo-6-(7H-pyrrolo[2,3-d]pyrimidin-4-yl)-1,6-diazaspiro[3.4]octane-1-propanenitrile C[C@H]1CN([C@@]12CN(CC2)C=2C1=C(N=CN2)NC=C1)C(CC#N)=O